(4-(difluoromethyl)-2-((dimethylamino)methyl)oxazol-5-yl)methanone FC(C=1N=C(OC1C=O)CN(C)C)F